IC=1C=C(C2=C(C(=CO2)C(C(F)(F)F)O)C1)C(=O)OC Methyl 5-iodo-3-(2,2,2-trifluoro-1-hydroxy-ethyl)benzofuran-7-carboxylate